BrC1=CC=C2C(NC(N(C2=C1)C1=C(C=CC=C1)C#C)=O)=O 7-bromo-1-(2-ethynylphenyl)quinazoline-2,4(1H,3H)-dione